5-(3,5-Bis((E)-3-chlorobenzylidene)-4-oxopiperidin-1-yl)-5-oxo-N-(5-sulfanyl-1,3,4-thiadiazol-2-yl)pentanamide ClC=1C=C(\C=C\2/CN(C\C(\C2=O)=C/C2=CC(=CC=C2)Cl)C(CCCC(=O)NC=2SC(=NN2)S)=O)C=CC1